4-(3-bromophenyl)-9,9-diphenylfluorene BrC=1C=C(C=CC1)C1=CC=CC=2C(C3=CC=CC=C3C12)(C1=CC=CC=C1)C1=CC=CC=C1